C(C)(=O)OCOC(CC1=CNC2=CC=C(C=C12)C1=CC=CC=C1)=O 5-phenylindole-3-acetic acid acetoxymethyl ester